C(C1=CC=CC=C1)N1[C@H]2CC[C@@H]([C@@H]1C(=O)OC)C2 methyl (1S,3R,4R)-2-benzyl-2-azabicyclo[2.2.1]heptane-3-carboxylate